C(C1=CC=CC=C1)OC(=O)NC=1C=CC(=C2C(=NNC12)C1CCN(CC1)C(=O)OC(C)(C)C)Br tert-butyl 4-(7-{[(benzyloxy)carbonyl]amino}-4-bromo-1H-indazol-3-yl)piperidine-1-carboxylate